3-(4-(benzo[d]thiazol-6-yl)-4H-1,2,4-triazol-3-yl)-2-(6-methyl-4-(trifluoromethyl)pyridin-2-yl)hexahydrocyclopenta[c]pyrrol-1(2H)-one S1C=NC2=C1C=C(C=C2)N2C(=NN=C2)C2C1C(C(N2C2=NC(=CC(=C2)C(F)(F)F)C)=O)CCC1